C1(CC1)C(CC(C(=O)OC)=O)=O Methyl 4-cyclopropyl-2,4-dioxobutyrate